C(CCCCCCCCCC)[N+](C)(C)C undecyl-trimethylammonium